C(N)(=N)C=1C=C(SC1)[C@@H](C)NC(=O)[C@H]1N(C[C@H](C1)C1CCCCC1)C(CNC(=O)C=1C=CC=2C(C3=CC=CC=C3C2C1)(F)F)=O (2S,4R)-N-((R)-1-(4-carbamimidoylthiophen-2-yl)ethyl)-4-cyclohexyl-1-((9,9-difluoro-9H-fluorene-3-carbonyl)glycyl)pyrrolidine-2-carboxamide